tert-butyl 3-(6-(2-(methoxymethoxy)-4-(2-methylimidazo[1,2-a]pyrazin-6-yl)phenyl)pyridazin-3-yl)azetidine-1-carboxylate COCOC1=C(C=CC(=C1)C=1N=CC=2N(C1)C=C(N2)C)C2=CC=C(N=N2)C2CN(C2)C(=O)OC(C)(C)C